2-Chloro-N-{2-[4-(difluoromethyl)-1,3-thiazol-5-yl]-2-(4-{[(6-fluoropyrazin-2-yl)oxy]methyl}piperidin-1-yl)ethyl}-6-fluorobenzamide ClC1=C(C(=O)NCC(N2CCC(CC2)COC2=NC(=CN=C2)F)C2=C(N=CS2)C(F)F)C(=CC=C1)F